FC(CNCC1=CC=C(C=C1)C#CC1=CC=C(C(=O)N[C@@H](C(C)(C)NC(OC(C)(C)C)=O)C(=O)NO)C=C1)F tert-butyl (S)-(3-(4-((4-(((2,2-difluoroethyl)amino)methyl)phenyl)ethynyl)benzamido)-4-(hydroxyamino)-2-methyl-4-oxobutan-2-yl)carbamate